O[C@H]1C[C@@H]2CC[C@H]3[C@@H]4CCC[C@H]([C@]4(CC[C@@H]3[C@]2(CC1)C)C)C(C)=O 1-((1R,4aS,4bR,6aS,8R,10aS,10bS,12aS)-8-hydroxy-10a,12a-dimethyloctadecahydrochrysen-1-yl)ethan-1-one